NC1=NC(=C2N=CN(C2=N1)[C@H]1C=C[C@H](C1)COP(=O)(OC1=CC=CC=C1)N[C@@H](C)C(=O)OC)OC methyl ((((1S,4R)-4-(2-amino-6-methoxy-9H-purin-9-yl)cyclopent-2-en-1-yl)methoxy)(phenoxy)phosphoryl)-L-alaninate